ClC=1C(=C(C(=CC1)N1N=NN=C1)C1=CC(N2[C@@H](CC[C@@H]2C1)C(=O)NC1=CC=C(C=C1)C1=NOC(N1)=O)=O)F (3S,8aR)-7-(3-Chloro-2-fluoro-6-(1H-tetrazol-1-yl)phenyl)-5-oxo-N-(4-(5-oxo-4,5-dihydro-1,2,4-oxadiazol-3-yl)phenyl)-1,2,3,5,8,8a-hexahydroindolizine-3-carboxamide